FC(S(=O)(=O)O)(F)F.N1=C(C=CC=C1)C1=NC=CC=C1 Bipyridin-2-yl trifluoromethanesulfonate